ethyl 2-chloro-5-fluoro-6-((5-methyl-1H-pyrazol-3-yl)amino)pyrimidine-4-carboxylate ClC1=NC(=C(C(=N1)C(=O)OCC)F)NC1=NNC(=C1)C